7-bromo-2-chloro-N-[(pyridin-4-yl)methyl]thieno[3,2-d]pyrimidin-4-amine BrC1=CSC2=C1N=C(N=C2NCC2=CC=NC=C2)Cl